CSCCCCCCCCS (8-methylthiooctyl)sulfan